C(C)(=O)OCCC(=O)OCC1C2=CC=CC=C2C2=CC=CC=C12 Fmoc-C1-ethyl acetate